7-((3,4-difluorobenzyl)amino)benzo[b]thiophene-2-carbaldehyde FC=1C=C(CNC2=CC=CC3=C2SC(=C3)C=O)C=CC1F